N-(2,6-dimethylphenyl)-N'-(2-methyl-6-isopropylphenyl)thiourea CC1=C(C(=CC=C1)C)NC(=S)NC1=C(C=CC=C1C(C)C)C